2-(4-((1-(4-amino-2-fluorophenyl)piperidin-4-yl)methoxy)piperidin-1-yl)acetic acid ethyl ester C(C)OC(CN1CCC(CC1)OCC1CCN(CC1)C1=C(C=C(C=C1)N)F)=O